tert-Butyl (S,E)-3-(3-(dimethylamino)acryloyl)piperidine-1-carboxylate CN(/C=C/C(=O)[C@@H]1CN(CCC1)C(=O)OC(C)(C)C)C